(R)-4,4,4-trifluoro-2-methylbutyric acid FC(C[C@H](C(=O)O)C)(F)F